C1(CCCCC1)C1=CC=C(C=C1)C=1NC=2N(C(C1)=O)N=C(C2C(=O)N2C(C(C2)CF)C)C2=NC=CN=C2 5-(4-cyclohexylphenyl)-3-(3-(fluoromethyl)-2-methylazetidin-1-carbonyl)-2-(pyrazin-2-yl)pyrazolo[1,5-a]Pyrimidin-7(4H)-one